3-(3-(4-(Chloromethyl)phenyl)-5-(pyridin-2-yl)-3H-imidazo[4,5-b]pyridin-2-yl)pyridin-2-amine ClCC1=CC=C(C=C1)N1C(=NC=2C1=NC(=CC2)C2=NC=CC=C2)C=2C(=NC=CC2)N